CC1=C2CCCC(C2=CC=C1C)CNC=1C=NC=CC1C(=O)O 3-{[(5,6-dimethyl-1,2,3,4-tetrahydronaphthalen-1-yl)methyl]amino}pyridine-4-carboxylic acid